O1C(COCC1)C=1C=C2C(=NC1)N=C(S2)N2CC=C(C=C2C)C2=CC(=NC=C2OC)Cl N-(6-(1,4-dioxan-2-yl)thiazolo[4,5-b]pyridin-2-yl)-2'-chloro-5'-methoxy-6-methyl-[4,4'-bipyridyl]